1,2-dimethyl-3-hydroxypropylimidazole bis(Trifluoromethylsulfonyl)imide [N-](S(=O)(=O)C(F)(F)F)S(=O)(=O)C(F)(F)F.CC(C(CO)C)C=1NC=CN1